(3aS,6R,7aS)-3a-(3,4-dimethoxyphenyl)-1-methyloctahydro-1H-indol-6-ol COC=1C=C(C=CC1OC)[C@@]12CCN([C@H]2C[C@@H](CC1)O)C